(S)-7-(3-bromophenyl)-6,7-dihydro-5H-pyrrolo[1,2-a]imidazol-7-ol BrC=1C=C(C=CC1)[C@]1(CCN2C1=NC=C2)O